C(C)O[Zr] (ethoxy)zirconium